C(CCCCCCC\C=C/C\C=C/CCCCC)OCC(COCCCCCCCC)N1CCC1 1-{2-[(9Z,12Z)-octadec-9,12-dien-1-yloxy]-1-[(octyloxy)methyl]ethyl}azetidine